benzyl (2-methyl-1-oxopropan-2-yl)carbamate CC(C=O)(C)NC(OCC1=CC=CC=C1)=O